2-(difluoromethoxy)-4-(4-((3R,5R)-3,4,5-trimethylpiperazin-1-yl)piperidin-1-yl)aniline FC(OC1=C(N)C=CC(=C1)N1CCC(CC1)N1C[C@H](N([C@@H](C1)C)C)C)F